1-(5-(7-Fluoro-4-(4,4,5,5-tetramethyl-1,3,2-dioxaborolan-2-yl)-1H-indol-6-yl)-3,6-dihydropyridin-1(2H)-yl)-3-(1H-1,2,3-triazol-1-yl)propan-1-one FC=1C(=CC(=C2C=CNC12)B1OC(C(O1)(C)C)(C)C)C1=CCCN(C1)C(CCN1N=NC=C1)=O